(R,S)-N-(1-oxo-1-(4-(3-(trifluoromethyl)phenyl)piperazin-1-yl)butan-2-yl)acetamide O=C([C@@H](CC)NC(C)=O)N1CCN(CC1)C1=CC(=CC=C1)C(F)(F)F